(S)-N-(4-(4-amino-2,7-dimethyl-7H-pyrrolo[2,3-d]pyrimidin-5-yl)-3-(trifluoromethoxy)phenyl)-2-(3-fluorophenyl)-2-hydroxyacetamide NC=1C2=C(N=C(N1)C)N(C=C2C2=C(C=C(C=C2)NC([C@@H](O)C2=CC(=CC=C2)F)=O)OC(F)(F)F)C